2-(3,5-Dichlorophenyl)-4-phenyl-5-methylimidazole ClC=1C=C(C=C(C1)Cl)C=1NC(=C(N1)C1=CC=CC=C1)C